(4S,7S,9aS)-8,8-dimethyl-4-((S)-2-(methylamino)propanamido)-N-((R)-7-methylchroman-4-yl)-5-oxooctahydropyrrolo[2,1-b][1,3]thiazepine-7-carboxamide CC1(C[C@@H]2SCC[C@@H](C(N2[C@@H]1C(=O)N[C@@H]1CCOC2=CC(=CC=C12)C)=O)NC([C@H](C)NC)=O)C